ClC1=CC=C(C=C1)C1=NC=C(C(=O)O)C=C1 6-(4-chlorophenyl)nicotinic acid